NC1=NN2C(C=C(C=C2)C=2C=CC(=C(C(=O)OC)C2)CC)=N1 methyl 5-(2-amino-[1,2,4]triazolo[1,5-a]pyridin-7-yl)-2-ethylbenzoate